ethyl (3S)-3-[(2S)-4-methyl-2-[(1-methyl-2-oxo-1,2-dihydropyridin-3-yl)formamido]pentanamido]-3-[5-(4,4,5,5-tetramethyl-1,3,2-dioxaborolan-2-yl)pyridin-3-yl]propanoate CC(C[C@@H](C(=O)N[C@@H](CC(=O)OCC)C=1C=NC=C(C1)B1OC(C(O1)(C)C)(C)C)NC(=O)C=1C(N(C=CC1)C)=O)C